morpholine-d8 [2H]C1(C(OC(C(N1)([2H])[2H])([2H])[2H])([2H])[2H])[2H]